OCCCNC(CCCCCCC\C=C/CCCCCCCC)=O N-(3-hydroxypropyl)oleamide